C(C)(C)(C)C=1C=C(C=C(C1O)C)CCCC(=O)OCCOCCOC(CCCC1=CC(=C(C(=C1)C)O)C(C)(C)C)=O diethylene glycol bis[3-(3-tert-butyl-4-hydroxy 5-methylphenyl) methyl propionate]